4'-((2-butyl-4,4-bis(2-fluoroethyl)-5-oxo-4,5-dihydro-1H-imidazol-1-yl)methyl)-N-(4,5-dimethylisoxazol-3-yl)-2'-(ethoxymethyl)-N-(methoxymethyl)-[1,1'-biphenyl]-2-sulfonamide C(CCC)C=1N(C(C(N1)(CCF)CCF)=O)CC1=CC(=C(C=C1)C=1C(=CC=CC1)S(=O)(=O)N(COC)C1=NOC(=C1C)C)COCC